6-(2,6-difluorophenoxy)-2-[(2-hydroxy-1,1-dimethylethyl)amino]-8-methylpyrido[2,3-d]pyrimidin-7(8H)-one FC1=C(OC2=CC3=C(N=C(N=C3)NC(CO)(C)C)N(C2=O)C)C(=CC=C1)F